(S)-2-(2-(tert-butoxycarbonyl)-5,7-dichloro-1,2,3,4-tetrahydroisoquinoline-6-carboxamido)-3-(3-((R)-2,3-dihydro-1H-inden-1-yl)ureido)propanoic acid C(C)(C)(C)OC(=O)N1CC2=CC(=C(C(=C2CC1)Cl)C(=O)N[C@H](C(=O)O)CNC(=O)N[C@@H]1CCC2=CC=CC=C12)Cl